2-bromo-6-(trimethylsilyl)phenyl trifluoromethansulfonate FC(S(=O)(=O)OC1=C(C=CC=C1[Si](C)(C)C)Br)(F)F